OCCOCCOCCN1C(C=2C(C1=O)=CC=CC2)=O N-(8-hydroxy-3,6-dioxaoctyl)phthalimide